2-(bis(3-chloro-4-fluorophenyl)methyl)-4-cyclopropyl-5-(methylthio)-1-((2-(trimethylsilyl)ethoxy)methyl)-1H-imidazole ClC=1C=C(C=CC1F)C(C=1N(C(=C(N1)C1CC1)SC)COCC[Si](C)(C)C)C1=CC(=C(C=C1)F)Cl